5-fluoro-2-pyridinemethanol FC=1C=CC(=NC1)CO